C1=CC=CC=2C3=CC=CC=C3C(=CC12)C1=C2C=CC=CC2=C(C2=CC=CC=C12)OB(O)O (10-(phenanthren-9-yl)anthracene-9-yl)boric acid